2-morpholinyl-3-(trifluoromethoxy)benzaldehyde N1(CCOCC1)C1=C(C=O)C=CC=C1OC(F)(F)F